BrC1=CN(C2=CC=C(C=C12)OC)C(=O)OC(C)(C)C tert-butyl 3-bromo-5-methoxy-1H-indole-1-carboxylate